OC(C1=C(C=CC=C1)NS(=O)(=O)C1=CC=C(C=C1)C)C1=CC=C(C=C1)C N-(2-(hydroxy(p-tolyl)methyl)phenyl)-4-methylbenzenesulfonamide